2-((2,3-dimethyl-pentan-3-yl)amino)ethane-1-ol CC(C)C(CC)(C)NCCO